CC=1C=CN(C1C)S(=O)(=O)C 4,5-dimethyl-1-methanesulfonyl-pyrrole